4-vinylcyclohexaneamine C(=C)C1CCC(CC1)N